C-Biphenyl-4-yl-N-[4-(3-pyridin-4-ylmethyl-ureido)-phenyl]-methanesulfonamide C1(=CC=C(C=C1)CS(=O)(=O)NC1=CC=C(C=C1)NC(=O)NCC1=CC=NC=C1)C1=CC=CC=C1